C(CCC)C(C(=O)OCCN(CCOC(C(CCCCCC)CCCC)=O)CCN1CCN(CC1)CCN(CCOC(C(CCCCCC)CCCC)=O)CCN(CCOC(C(CCCCCC)CCCC)=O)CCOC(C(CCCCCC)CCCC)=O)CCCCCC ((2-(4-(2-((2-(bis(2-((2-butyloctanoyl)oxy)ethyl)amino)ethyl)(2-((2-butyloctanoyl)oxy)ethyl)amino)ethyl)piperazin-1-yl)ethyl)azanediyl)bis(ethane-2,1-diyl) bis(2-butyloctanoate)